2-acryloylthiomethylthio-5-ethylthio-1,3,4-thiadiazole C(C=C)(=O)SCSC=1SC(=NN1)SCC